1-butyl-3-(4-vinylbenzyl)imidazole bistrifluoromethanesulfonimide salt [N-](S(=O)(=O)C(F)(F)F)S(=O)(=O)C(F)(F)F.C(CCC)N1CN(C=C1)CC1=CC=C(C=C1)C=C